1-methyl-6-(1-methyl-3,4,5,6,7,7a-hexahydro-2H-indol-3a-yl)benzimidazole CN1C=NC2=C1C=C(C=C2)C21CCN(C1CCCC2)C